(S)-1-(3-fluorophenyl)pent-4-en-1-amine FC=1C=C(C=CC1)[C@H](CCC=C)N